CC=1OC=C(N1)C(=O)N methyl-oxazole-4-carboxamide